3-((4-(thiophen-2-yl)-6-(trifluoromethyl)pyrimidin-2-yl)sulfonyl)propionic acid ethyl ester C(C)OC(CCS(=O)(=O)C1=NC(=CC(=N1)C=1SC=CC1)C(F)(F)F)=O